OC(C)(C)C=1SC2=C(N(C=3C(N(N=CC32)CC3=CC(=CC=C3)OC)=O)C)N1 2-(2-hydroxypropan-2-yl)-6-(3-methoxybenzyl)-4-methyl-4H-thiazolo[5',4':4,5]pyrrolo[2,3-d]pyridazin-5(6H)-one